CC1N(CCOC1)C=1C2=C(N=C(N1)C1=C3C(=NC=C1)NC=C3)C(=CS2)C2=C(C(=O)O)C=CC=C2 (4-(3-Methylmorpholinyl)-2-(1H-pyrrolo[2,3-b]pyridin-4-yl)thieno[3,2-d]pyrimidin-7-yl)benzoic acid